C[S+](C1=CC=C(C=C1)C(C)C)(C)=O dimethyl-(p-isopropylphenyl)sulfonium oxide